NCCC1=CNC2=CC=C(C=C12)O 3-(2-aminoethyl)-5-hydroxyindole